1-(2-(3-(4-fluorophenyl)-1h-pyrazol-4-yl)ethyl)urea FC1=CC=C(C=C1)C1=NNC=C1CCNC(=O)N